N1=CN=C2N1C(=NC=N2)N [1,2,4]triazolo[1,5-A][1,3,5]triazin-7-amine